C(CCCCC)(=O)OCCCN(CCCC1CCN(CC1)C(=O)OC(C)(C)C)CCCCCCCCC tert-Butyl 4-(3-((3-(hexanoyloxy)propyl)(nonyl)amino)propyl)piperidine-1-carboxylate